(R)-1'-(6-((2-amino-3-chloropyridin-4-yl)thio)pyrido[2,3-b]pyrazin-2-yl)-5-chloro-1,3-dihydrospiro[indene-2,4'-piperidin]-1-amine NC1=NC=CC(=C1Cl)SC=1C=CC=2C(=NC=C(N2)N2CCC3(CC2)[C@H](C2=CC=C(C=C2C3)Cl)N)N1